[2-(dimethylamino)ethyl]-2-oxo-1-[cis-4-[(3-methoxy-4-methylphenyl)carbamoyl]cyclohexyl]-2,3-dihydro-1H-1,3-benzodiazole-4-carboxamide CN(CCN1C(N(C2=C1C(=CC=C2)C(=O)N)[C@@H]2CC[C@@H](CC2)C(NC2=CC(=C(C=C2)C)OC)=O)=O)C